(2S,4R)-4-hydroxy-N-((S)-1-(4-(4-methylthiazol-5-yl)phenyl)ethyl)pyrrolidine-2-carboxamide hydrochloride salt Cl.O[C@@H]1C[C@H](NC1)C(=O)N[C@@H](C)C1=CC=C(C=C1)C1=C(N=CS1)C